C(C1=CC=CC=C1)C1=C(C=CC=C1)C(C1=C(C(=C(C=C1)C)C)C)(C1=CC=CC=C1)C1=CC=CC=C1 benzyltriphenyl-methyl-(trimethylbenzene)